C(C)(C)(C)C1=CC(=NO1)C1(NC=C(C(=N1)NC1CCCCC1)C=1C=NN(C1)C)N 2-(5-tert-butylisoxazol-3-yl)-N4-cyclohexyl-5-(1-methyl-1H-pyrazol-4-yl)pyrimidine-2,4-diamine